C[C@@H]1NC(O[C@@H]1C1=CC=CC=C1)=O (4S,5R)-4-methyl-5-phenyloxazolidin-2-one